CN1C(=NN=C1)CC1(COC1)C=1C=C(C=CC1)N1C(C2=CC=CC(=C2C1)C(F)(F)F)=O 2-(3-(3-((4-methyl-4H-1,2,4-triazol-3-yl)methyl)oxetan-3-yl)phenyl)-4-(trifluoromethyl)isoindolin-1-one